NC1=C(C2=C(OCOC2)C=C1)C(CCNC(C)C)=O 1-(6-aminobenzo[d][1,3]dioxin-5-yl)-3-(isopropylamino)propan-1-one